(4-(1-(tert-butoxycarbonyl)pyrrolidin-2-yl)-2-fluorophenyl)-6-chlorobenzo[d]imidazo[2,1-b]thiazole-7-carboxylic acid methyl ester COC(=O)C1=CC2=C(N3C(S2)=NC(=C3)C3=C(C=C(C=C3)C3N(CCC3)C(=O)OC(C)(C)C)F)C=C1Cl